C1(=CC=CC=C1)[C@H]1N=C(N([C@@H]1C1=CC=CC=C1)S(=O)(=O)C1=CC=C(C)C=C1)C1=CC=C(O1)C1=CC=C(C(=O)O)C=C1 4-(5-((4R,5R)-4,5-diphenyl-1-tosylimidazolin-2-yl)furan-2-yl)benzoic acid